N-[4-(4-methoxy-7-morpholino-quinazolin-5-yl)oxy-cyclohexyl]carbamic acid tert-butyl ester C(C)(C)(C)OC(NC1CCC(CC1)OC1=C2C(=NC=NC2=CC(=C1)N1CCOCC1)OC)=O